C1(=CC=CC=C1)C(C(O)C1=CC=CC=C1)O 1,2-diphenylethane-1,2-diol